OC=1C=C(C(=O)O)C=C(C1)C(F)(F)F 3-Hydroxy-5-(trifluoromethyl)benzoic acid